C1(CC1)S(=O)(=O)N1N=CC(=C1)C1=NC=CC(=N1)NC1=NC=C(C(=C1)N1CCC(CC1)(C)CN(C)C)C#CC1(CC1)C 2-(1-(cyclopropylsulfonyl)-1H-pyrazol-4-yl)-N-(4-(4-((dimethylamino)methyl)-4-methylpiperidin-1-yl)-5-((1-methylcyclopropyl)ethynyl)pyridin-2-yl)pyrimidin-4-amine